benzyl 6-(2,4-difluorobenzyl)-5-oxo-1,5,6,8,9,10-hexahydropyrido[3,4-e]pyrimido[1,2-a]pyrimidine-3(4H)-carboxylate FC1=C(CN2C=3N(C4=C(C2=O)CN(CC4)C(=O)OCC4=CC=CC=C4)CCCN3)C=CC(=C1)F